BrCC=1C=C(C=CC1)F 3-(bromomethyl)-1-fluorobenzene